1-(2-((2-(3-chloro-2-fluorobenzylamino)-2-oxoethyl)(cyclopropyl)amino)-2-oxoethyl)-6-fluoro-1H-indazole-3-carboxamide ClC=1C(=C(CNC(CN(C(CN2N=C(C3=CC=C(C=C23)F)C(=O)N)=O)C2CC2)=O)C=CC1)F